FC=1C=C(C=CC1F)N1C(CCCC12CCN(CC2)C=2C(N(N=C(C2)N2N=CC(=C2)C(F)(F)F)C)=O)=O 1-(3,4-difluorophenyl)-9-(2-methyl-3-oxo-6-(4-(trifluoromethyl)-1H-pyrazol-1-yl)-2,3-dihydropyridazin-4-yl)-1,9-diazaspiro[5.5]undecan-2-one